C(C=C)(=O)N1CC(=CCC1)C1=C2C(=C(NC2=C(C(=C1F)F)C(=O)N)C)Cl 4-(1-propenoyl-1,2,5,6-tetrahydropyridin-3-yl)-3-chloro-5,6-difluoro-2-methyl-1H-indole-7-carboxamide